CC(CC)(CC)C1=C(C=C(C=C1)C)O 2-(1-methyl-1-ethylpropyl)-5-methylphenol